(R)-2-amino-N-(4-((1-(3-amino-5-(trifluoromethyl)phenyl)ethyl)amino)-6-(pyrrolidin-1-yl)pyrido[3,4-d]pyrimidin-2-yl)acetamide Hydrochloride Cl.NCC(=O)NC=1N=C(C2=C(N1)C=NC(=C2)N2CCCC2)N[C@H](C)C2=CC(=CC(=C2)C(F)(F)F)N